N-[(1S,2s)-2-amino-1,2-diphenyl-ethyl]-4-methyl-benzenesulfonamide N[C@H]([C@H](C1=CC=CC=C1)NS(=O)(=O)C1=CC=C(C=C1)C)C1=CC=CC=C1